ClCCC1=NC2=CC=CC=C2N=C1CCCl 2,3-bis(chloroethyl)quinoxaline